C1(CCCC1)N1C(N(CC1)C1CN(CCC1)C=1N=CC(=NC1)C(=O)N)=O 5-(3-(3-cyclopentyl-2-oxoimidazolin-1-yl)piperidin-1-yl)pyrazine-2-carboxamide